2-[5-(cyclopropylmethyl)-4-[(3-fluoro-4-sulfamoylphenyl)methyl]-3-[3-(5-isopropyl-1,3-thiazol-2-yl)phenyl]pyrazol-1-yl]-1,3-thiazole-4-carboxylic acid C1(CC1)CC1=C(C(=NN1C=1SC=C(N1)C(=O)O)C1=CC(=CC=C1)C=1SC(=CN1)C(C)C)CC1=CC(=C(C=C1)S(N)(=O)=O)F